(3-(hydroxymethyl)-3H-diazirin-3-yl)methyl 6-azidohexanoate N(=[N+]=[N-])CCCCCC(=O)OCC1(N=N1)CO